C(CC)(=O)ON1C=NC=C1 imidazol-1-yl propionate